CC1=CN=C(S1)C=1C=C(C(=O)N)C=C(C1)OC[C@H]1COCC1 3-(5-methyl-1,3-thiazol-2-yl)-5-[(3R)-tetrahydrofuran-3-ylmethoxy]benzamide